1-(p-tolyl)ethylamine C1(=CC=C(C=C1)C(C)N)C